6-(4-butylpiperidin-1-yl)-2-methylpyridin-3-amine C(CCC)C1CCN(CC1)C1=CC=C(C(=N1)C)N